ClC=1C=C(C=CC1C(=O)N1CCN(CC1)C(C[N+]1(CCCC1)C)=O)NC(=O)C=1N(C(=CN1)C1=C(C(=C(C=C1)OC)F)F)C N-[3-chloro-4-[4-[2-(1-methylpyrrolidin-1-ium-1-yl)acetyl]piperazine-1-carbonyl]phenyl]-5-(2,3-difluoro-4-methoxy-phenyl)-1-methyl-imidazole-2-carboxamide